5-hydroxymethyl-dihydrofuranone OCC1CCC(O1)=O